BrC1=CC=C(C=C1)[C@@H]1CN(C[C@H]1CO)C(=O)OC(C)(C)C |r| (+/-)-trans-tert-Butyl 3-(4-Bromophenyl)-4-(hydroxymethyl)pyrrolidine-1-carboxylate